ClC=1C=NC(=NC1)N1CCC(CC1)CCCOC1=CC(=C(C=C1)CC(=O)NCCCCCNC[C@@H]([C@H]([C@@H]([C@@H](CO)O)O)O)O)F 2-[4-[3-[1-(5-chloropyrimidin-2-yl)-4-piperidinyl]propoxy]-2-fluoro-phenyl]-N-[5-[[(2S,3R,4R,5R)-2,3,4,5,6-pentahydroxyhexyl]amino]pentyl]acetamide